CNC=1N=C(C2=C(N1)N=CC=C2)N2CC1(C2)CCNCC1 2-[2-(methylamino)pyrido[2,3-d]pyrimidin-4-yl]-2,7-diazaspiro[3.5]nonan